CC=1C=CC=2N(C3=CC=CC=C3C2C1)C1=CC=C(C=C1)C1=C(C=CC=C1)C=1C(=CC(=CC1)C1=CC=NC=C1)C1=CC=CC=C1 (4-(3-methyl-9H-carbazol-9-yl)phenyl)-4'-(pyridin-4-yl)-[1,1':2',1''-terphenyl]